C(#N)C=1N=CC(=NC1)N1CC2N(C(C1)C2)C(=O)OC2CC1(CN(C1)CC1=CC=CC=C1)C2 2-benzyl-2-azaspiro[3.3]heptan-6-yl 3-(5-cyanopyrazin-2-yl)-3,6-diazabicyclo[3.1.1]heptane-6-carboxylate